ClC=1C(=C2C(=NC1)N(N=C2C(F)(F)F)COCC[Si](C)(C)C)CN2CCCC2 chloro-4-(pyrrolidin-1-ylmethyl)-3-(trifluoromethyl)-1-((2-(trimethylsilyl)ethoxy)methyl)-1H-pyrazolo[3,4-b]pyridine